tert-butyl 2-(cyclopropyl(methyl)carbamoyl)-3-methyl-7,8-dihydro-4H-pyrazolo[1,5-a][1,4]diazepine-5(6H)-carboxylate C1(CC1)N(C(=O)C1=NN2C(CN(CCC2)C(=O)OC(C)(C)C)=C1C)C